tert-butyl (3S)-3-{[4-[1-(benzenesulfonyl)-6-(3-hydroxy-3-methyl-butyl)indol-3-yl]-5-(trifluoromethyl)pyrimidin-2-yl]amino}piperidine-1-carboxylate C1(=CC=CC=C1)S(=O)(=O)N1C=C(C2=CC=C(C=C12)CCC(C)(C)O)C1=NC(=NC=C1C(F)(F)F)N[C@@H]1CN(CCC1)C(=O)OC(C)(C)C